(S)-p-hydroxy-mandelic acid OC1=CC=C([C@@H](C(=O)O)O)C=C1